N=1C=C(N2C1C=CC=C2)CN2C(CCC(C2)CCC)=O 1-(imidazo[1,2-a]pyridin-3-ylmethyl)-5-propylpiperidin-2-one